C(C)OC(C(=O)C1=CC(=C(C=C1)OC)Cl)=O 2-(3-chloro-4-methoxyphenyl)-2-oxoacetic acid ethyl ester